5-(3-Aminopropoxy)-6-(benzyloxy)quinoline-3-ol NCCCOC1=C2C=C(C=NC2=CC=C1OCC1=CC=CC=C1)O